BrC1CC2(CC2)CCC1=O 5-bromospiro[2.5]octan-6-one